(S)-α-phenylethanol C1(=CC=CC=C1)[C@H](C)O